O[C@H]([C@H](CC1=CC=CC=C1)C(C1=CC=CC=C1)OC(N)=O)CI carbamic acid-[(1S,2R)-2-hydroxy-3-iodo-1-(benzyl) propyl]-benzyl ester